FC1=CN=C2N1N=C(C=C2C2[C@H](C2)C2=CC=C1C3(C(N(C1=C2)CC2(CC2)F)=O)CC3)C=3C(NC(NC3)=O)=O 5-(3-fluoro-8-((2S,2S)-2-(1'-((1-fluorocyclopropyl)methyl)-2'-oxospiro[cyclopropane-1,3'-indolin]-6'-yl)cyclopropyl)imidazo[1,2-b]pyridazin-6-yl)pyrimidine-2,4(1H,3H)-dione